1-[2-(Benzyloxycarbonylamino)ethyl]-1-(2-tert-butoxy-2-oxo-ethyl)piperidin-1-ium-4-carboxylic acid benzyl ester trifluoroacetate salt FC(C(=O)[O-])(F)F.C(C1=CC=CC=C1)OC(=O)C1CC[N+](CC1)(CC(=O)OC(C)(C)C)CCNC(=O)OCC1=CC=CC=C1